10'-fluorospiro[benzo[e]indole-1,7'-chromeno[4,3-b]quinoline]-2,6'(3H,12'H)-dione FC1=CC=C2C3(C4=C(NC2=C1)C1=CC=CC=C1OC4=O)C(NC=4C=CC1=C(C43)C=CC=C1)=O